BrC=1C=CC(=NC1)C(C(F)(F)F)N1C(CCC1)=O 1-(1-(5-Bromopyridin-2-yl)-2,2,2-trifluoroethyl)pyrrolidin-2-one